Sulfur Sulfur sulfur dioxide S(=O)=O.[S].[S]